CS(=O)(=O)O.N[C@@H]1CCC=2C=3C1=C1C(=NC3C=C(C2C)F)C2=CC3=C(C(N2C1)=O)COC([C@@]3(O)CC)=O (1R,9R)-1-amino-9-ethyl-5-fluoro-9-hydroxy-4-methyl-1,2,3,9,12,15-hexahydro-10H,13H-benzo[de]pyrano[3',4':6,7]indolizino[1,2-b]quinoline-10,13-dione methanesulfonate